N-(5,6-Dimethoxy-benzothiazol-2-yl)-2-(4-ethanesulfonyl-phenyl)-3-methyl-butyramide COC=1C(=CC2=C(N=C(S2)NC(C(C(C)C)C2=CC=C(C=C2)S(=O)(=O)CC)=O)C1)OC